C(C1=CC=CC=C1)N1C[C@@H]2CC[C@H](C1)C2[C@H](C)N (1S)-1-[(1R,5S,8r)-3-benzyl-3-azabicyclo[3.2.1]oct-8-yl]ethan-1-amine